N[C@H]1CNCC[C@@H]2N(C1=O)[C@@H](CC2)C(=O)N[C@@H]2CCOC1=CC=CC=C21 (5S,8S,10aR)-5-amino-N-((R)-chroman-4-yl)-6-oxodecahydropyrrolo[1,2-a][1,5]diazocine-8-carboxamide